dodec-2-en CC=CCCCCCCCCC